(E)-N-[(2-hydroxy-3-methoxyphenyl)methylene]pyrazine-2-carboxamide tert-butyl-4-(6-((2-(2,2-difluorocyclopropoxy)ethyl)carbamoyl)pyridin-3-yl)piperazine-1-carboxylate C(C)(C)(C)OC(=O)N1CCN(CC1)C=1C=NC(=CC1)C(NCCOC1C(C1)(F)F)=O.OC1=C(C=CC=C1OC)\C=N\C(=O)C1=NC=CN=C1